pyrrolo[1,2-a]imidazole-2-carboxamide N=1C=2N(CC1C(=O)N)C=CC2